tert-butyl 4-(3-(2-amino-4-(2-fluoro-4-(3-(4-fluorophenyl)-2,4-dioxo-1,2,3,4-tetrahydropyrimidine-5-carboxamido)phenoxy)pyridin-3-yl)prop-2-ynyl)piperidine-1-carboxylate NC1=NC=CC(=C1C#CCC1CCN(CC1)C(=O)OC(C)(C)C)OC1=C(C=C(C=C1)NC(=O)C=1C(N(C(NC1)=O)C1=CC=C(C=C1)F)=O)F